C(C1=CC=CC=C1)(=O)C=1C=C(C=CC1)[C@H](C(=O)O)C |r| (RS)-2-(3-benzoylphenyl)-propionic acid